2-(4-(trifluoromethyl)phenyl)pyrimidine FC(C1=CC=C(C=C1)C1=NC=CC=N1)(F)F